benzyl-4-hydroxy-4,5-dimethylpiperidine-1-carboxylate C(C1=CC=CC=C1)OC(=O)N1CCC(C(C1)C)(C)O